C1(CCCCC1)C(=O)NC(=O)[C@@H]1CC12CCN(CC2)C(=O)OC(C(F)(F)F)C(F)(F)F |r| 1,1,1,3,3,3-hexafluoropropan-2-yl (±)-1-((cyclohexanecarbonyl) carbamoyl)-6-azaspiro[2.5]octane-6-carboxylate